C(C)(CC)C1C(NC2=C(CN1C=1NC(C=CN1)=O)C=CC=C2)=O 3-(sec-butyl)-4-(6-oxo-1,6-dihydropyrimidin-2-yl)-1,3,4,5-tetrahydro-2H-benzo[1,4]diazepin-2-one